benzyl (4,5,6,7-tetrahydropyrazolo[1,5-a]pyridin-2-yl)carbamate N1=C(C=C2N1CCCC2)NC(OCC2=CC=CC=C2)=O